2-(2-methyl-2H-indazol-5-yl)-6-(1-methylpiperidin-4-yl)-1,3-benzothiazole hydrochloride Cl.CN1N=C2C=CC(=CC2=C1)C=1SC2=C(N1)C=CC(=C2)C2CCN(CC2)C